N-[(E)-cyclopropylmethylene]-2-methylpropane-2-sulfinamide C1(CC1)\C=N\S(=O)C(C)(C)C